gold-silver palladium [Pd].[Ag].[Au]